[I-].C(C)(C)(C)OC(=O)N[C@H](CC[S+](C)C)C(NC1CCN(CC1)C1=NC=C(C=N1)C(F)(F)F)=O (R)-(3-((tert-butoxycarbonyl)amino)-4-oxo-4-((1-(5-(trifluoromethyl)pyrimidin-2-yl)piperidin-4-yl)amino)butyl)dimethylsulfonium iodide